(5RS)-5-(2,4-dimethylbenzyl)-3-[3-(3-ethyl-2-fluorophenoxy)-6-methylpyridazin-4-yl]-5,6-dihydro-4H-1,2,4-oxadiazine CC1=C(C[C@H]2NC(=NOC2)C2=C(N=NC(=C2)C)OC2=C(C(=CC=C2)CC)F)C=CC(=C1)C |r|